ditetradecyl-3,3'-thiodipropionate C(CCCCCCCCCCCCC)OC(CCSCCC(=O)OCCCCCCCCCCCCCC)=O